COC=1C(=CC=2CCN3CC=4C=C(C(=CC4CC3C2C1)OC)O)OC 2,3,11-trimethoxy-5,6,7,8,13,13a-hexahydroisoquinolino[2,1-b]isoquinolin-10-ol